C(C)N1C2=C([C@@H]([C@@H](C1=O)NC(=O)C1=CC3=C(N=CS3)C=C1)C1=CC=C(C=C1)F)C(=NN2C2=CC=CC=C2)C N-[(4S,5S)-7-ethyl-4-(4-fluorophenyl)-3-methyl-6-oxo-1-phenyl-1H,4H,5H,6H,7H-pyrazolo[3,4-b]pyridin-5-yl]-1,3-benzothiazole-6-carboxamide